9'-[pyrimidine-4,6-diyl-bis(biphenyl-3,3'-diyl)]Bis(9H-carbazole) N1=CN=C(C=C1C=1C=C(C=CC1)C1=CC(=CC=C1)C1=CC=CC=2C3=CC=CC=C3NC12)C=1C=C(C=CC1)C1=CC(=CC=C1)C1=CC=CC=2C3=CC=CC=C3NC12